tert-Butyl((S)-2-(4-(methyl((trans)-4-((N-methylsulfamoyl)methyl)cyclohexyl)amino)-7H-pyrrolo[2,3-d]pyrimidin-7-yl)-2-oxo-1-phenylethyl)carbamate C(C)(C)(C)OC(N[C@H](C(=O)N1C=CC2=C1N=CN=C2N([C@@H]2CC[C@H](CC2)CS(NC)(=O)=O)C)C2=CC=CC=C2)=O